2-(5-(1-(tert-Butoxycarbonyl)azetidine-3-carbonyl)-7H-pyrrolo[2,3-c]-pyridazin-7-yl)-5-fluorobenzoic acid C(C)(C)(C)OC(=O)N1CC(C1)C(=O)C1=CN(C=2N=NC=CC21)C2=C(C(=O)O)C=C(C=C2)F